Cl.Cl.N[C@H](C(=O)NC=1C(=C(C=C(C1)CC=C)C1=CC(=C(C=C1)O)CC=C)O)CCCCN (S)-2,6-diamino-N-(3',5-diallyl-2,4'-dihydroxy-[1,1'-biphenyl]-3-yl)hexanamide dihydrochloride